F[P-](F)(F)(F)(F)F.N1(N=NC2=C1C=CC=C2)O[P+](N(C)C)(N(C)C)N(C)C benzotriazole-1-yl-oxy-tris-(dimethylamino)phosphonium hexafluorophosphate